3,4-dihydro-1H-spiro[naphthalene-2,2'-[1,3]dioxolane]-7-carboxylic acid ethyl ester C(C)OC(=O)C1=CC=C2CCC3(OCCO3)CC2=C1